BrC=1C=NC(=CC1)C1CC1 3-bromo-6-(cyclopropyl)pyridine